2-[3-chloro-2-fluoro-6-(trifluoromethyl)phenyl]-6-(5-chloropyridin-2-yl)pyrimidin-4(3H)-one ClC=1C(=C(C(=CC1)C(F)(F)F)C1=NC(=CC(N1)=O)C1=NC=C(C=C1)Cl)F